C(CCCCCCCCCCC)OB([O-])[O-].[Mg+2] magnesium laurylborate